CC1=CC(=NC=C1)C(CC)NC(C=CN1CCCC1)=O N-(1-(4-methylpyridin-2-yl)propyl)-3-(pyrrolidin-1-yl)propenamide